CC(CN)CC(CCN)(C)C 2,4,4-trimethyl-Hexamethylenediamine